O1[C@@H]2[C@@H](NCC1)CN(C2)C2=CC=1C[C@@H]3N(CC1C=C2)[C@@H](CN(C3)C3=C2C=CC=NC2=C(C=C3)C#N)C 5-[(4R,11aS)-9-[(4aS,7aS)-3,4,4a,5,7,7a-Hexahydro-2H-pyrrolo[3,4-b][1,4]oxazin-6-yl]-4-methyl-1,3,4,6,11,11a-hexahydropyrazino[1,2-b]isochinolin-2-yl]chinolin-8-carbonitril